tert-butyl N-[(trans)-4-(3,3-difluoropyrrolidin-1-yl)cyclohexyl]carbamate FC1(CN(CC1)[C@@H]1CC[C@H](CC1)NC(OC(C)(C)C)=O)F